(2R,5R)-1-(2-{6-Benzyl-3-[(benzyloxy)methyl]-3-methyl-1H,2H,3H-pyrrolo[3,2-c]pyridin-1-yl}-2-oxoethyl)-N,N,5-trimethylpiperazine-2-carboxamide, hydrochloride salt Cl.C(C1=CC=CC=C1)C1=CC2=C(C=N1)C(CN2C(CN2[C@H](CN[C@@H](C2)C)C(=O)N(C)C)=O)(C)COCC2=CC=CC=C2